Cl.ClC=1C=C(C=CC1)C(CO)NC(=O)C=1NC=C(C1)C1=CC(=NC=C1Cl)NC(C)C 4-(5-chloro-2-isopropylaminopyridin-4-yl)-1H-pyrrole-2-carboxylic acid [1-(3-chlorophenyl)-2-hydroxyethyl] amide-HCl